(6-fluoronaphthalen-2-yl)-formamido-N-(3-phenylpropyl)propanamide FC=1C=C2C=CC(=CC2=CC1)C(C(=O)NCCCC1=CC=CC=C1)(C)NC=O